C(#N)C1=C(C2=CC=CC=C2C=C1)NC(COC=1C=CC=C2C(=NN(C12)C)C1C(NC(CC1)=O)=O)=O N-(2-Cyanonaphthalen-1-yl)-2-((3-(2,6-dioxopiperidin-3-yl)-1-methyl-1H-indazol-7-yl)oxy)acetamide